(R)-4-(2-(1-(2-azaspiro[3.4]octan-6-yl)piperidin-4-yl)phenyl)cyclohexan-1-ol tert-butyl-(R)-6-(4-(2-(4-hydroxycyclohexyl)phenyl)piperidin-1-yl)-2-azaspiro[3.4]octane-2-carboxylate C(C)(C)(C)[C@H]1N(CC12CC(CC2)N2CCC(CC2)C2=C(C=CC=C2)C2CCC(CC2)O)C(=O)OC2CCC(CC2)C2=C(C=CC=C2)C2CCN(CC2)[C@H]2CC1(CNC1)CC2